N-[2-(6-chloro-10-oxo-1,5,11-triazatricyclo[7.4.0.02,7]trideca-2,4,6,8-tetraen-11-yl)ethyl]-3-(5-methyl-1,2,4-oxadiazol-3-yl)benzamide ClC=1N=CC=C2N3CCN(C(C3=CC12)=O)CCNC(C1=CC(=CC=C1)C1=NOC(=N1)C)=O